[I].BrC1=CC(=C2C(=NNC2=C1)I)Cl 6-BROMO-4-CHLORO-3-IODO-1H-INDAZOLE Iodine